tert-butyl 4-(4-(1,3-dioxoisoindolin-2-yl)-2-(3-(trifluoromethyl)-phenyl)butyl)piperidine-1-carboxylate O=C1N(C(C2=CC=CC=C12)=O)CCC(CC1CCN(CC1)C(=O)OC(C)(C)C)C1=CC(=CC=C1)C(F)(F)F